N[S@](=O)(C)=NC=1C=C(OC=2C(=C(N(C(C2C)=O)C)NC2=C(C=C(C=C2)I)F)C(=O)NC2CC2)C=CC1 (R)-4-(3-((amino(methyl)oxo-lambda6-sulfaneylidene)amino)phenoxy)-N-cyclopropyl-2-((2-fluoro-4-iodophenyl)amino)-1,5-dimethyl-6-oxo-1,6-dihydropyridine-3-carboxamide